[Cl-].[Cl-].[SiH4] Silane dichloride